ammonium iminodisuccinate N(C(C(=O)[O-])CC(=O)[O-])C(C(=O)[O-])CC(=O)[O-].[NH4+].[NH4+].[NH4+].[NH4+]